3-[7-(2-methoxy-4,6-dimethyl-phenyl)-1,8-naphthyridin-2-yl]cyclobutanol COC1=C(C(=CC(=C1)C)C)C1=CC=C2C=CC(=NC2=N1)C1CC(C1)O